[Co].[Ni].[Li] lithium nickel-cobalt